N-Boctaurine C(=O)(OC(C)(C)C)NCCS(=O)(=O)O